2-chloro-6-(4,4-difluoroazepan-1-yl)-3-trifluoromethylbenzoic acid ClC1=C(C(=O)O)C(=CC=C1C(F)(F)F)N1CCC(CCC1)(F)F